6-[3-(6-methyl-2-pyridyl)-1H-pyrazol-4-yl]-N-(2-morpholinoethyl)-1,5-naphthyridine-4-carboxamide CC1=CC=CC(=N1)C1=NNC=C1C=1N=C2C(=CC=NC2=CC1)C(=O)NCCN1CCOCC1